C(C1=CC=CC=C1)=C1C=C(C(C(=C1)C(C)(C)C)=O)C(C)(C)C 4-benzylidene-2,6-bis-tert-butylcyclohex-2,5-dien-1-one